6-(Propan-2-yn-1-yl)-2-oxa-6-azaspiro[3.3]heptane C(C#C)N1CC2(COC2)C1